2-((dimethylamino)methylene)-3-oxobutanoic acid tert-butyl ester C(C)(C)(C)OC(C(C(C)=O)=CN(C)C)=O